2,2-Difluoro-N-methyl-2-[4-[5-(trifluoromethyl)-1,2,4-oxadiazol-3-yl]phenyl]acetamide FC(C(=O)NC)(C1=CC=C(C=C1)C1=NOC(=N1)C(F)(F)F)F